tert-butyl 4-ethynylpiperidin-1-carboxylate C(#C)C1CCN(CC1)C(=O)OC(C)(C)C